3-iodo-3'-(trifluoromethyl)-1,1'-biphenyl IC=1C=C(C=CC1)C1=CC(=CC=C1)C(F)(F)F